OC[C@H](CCCC)NC(OCC1=CC=CC=C1)=O (S)-benzyl (1-hydroxyhexan-2-yl)carbamate